C(#N)C=1C=NN2C1C(=CC(=C2)OCC(C)(C)O)C=2C=CC(=NC2)N2CCC(CC2)(C)NC(C2=NC=C(C=C2)C)=O N-(1-(5-(3-cyano-6-(2-hydroxy-2-methylpropoxy)pyrazolo[1,5-a]pyridin-4-yl)pyridin-2-yl)-4-methylpiperidin-4-yl)-5-methylpicolinamide